C(C)(=O)OCCCCCC\C=C\CCCC (E)-7-Dodecenyl acetate